3-methyl-hydroxy-uridine CN1C(N([C@]2([C@H](O)[C@H](O)[C@@H](CO)O2)O)C=CC1=O)=O